methyl 3-(4-bromo-2-(2-((tert-butyldimethylsilyl)oxy)ethyl)phenyl)propiolate BrC1=CC(=C(C=C1)C#CC(=O)OC)CCO[Si](C)(C)C(C)(C)C